(R)-1-(3-bromo-5-fluoropyridin-2-yl)pent-4-en-1-amine BrC=1C(=NC=C(C1)F)[C@@H](CCC=C)N